ClC1=CC(=C2C(=N1)N(C(=N2)C=2C=NN(C2)CCOC)C)N2CCOCC2 4-(5-chloro-2-(1-(2-methoxyethyl)-1H-pyrazol-4-yl)-3-methyl-3H-imidazo[4,5-b]pyridin-7-yl)morpholine